FC1(CCNCC1)CN1[C@H](CN(CC1)C1=CC(=NC=N1)C=1NN=C2C=CC(=CC12)OC1(CC1)C)C 3-[6-[(3S)-4-[(4-fluoro-4-piperidyl)methyl]-3-methyl-piperazin-1-yl]pyrimidin-4-yl]-5-(1-methylcyclopropoxy)-2H-indazole